2-[5-[2-[4-(3-ethynyl-1-tetrahydropyran-2-yl-indazol-5-yl)-2-methyl-pyrazol-3-yl]oxyethoxymethyl]-4-iodo-3-methyl-pyrazol-1-yl]acetic acid methyl ester COC(CN1N=C(C(=C1COCCOC=1N(N=CC1C=1C=C2C(=NN(C2=CC1)C1OCCCC1)C#C)C)I)C)=O